C(#N)C1=NC=CC(=C1)C1=NN=C(O1)[C@@]1(CN(CCC1)C(=O)OC(C)(C)C)F (R)-tert-butyl 3-(5-(2-cyanopyridin-4-yl)-1,3,4-oxadiazol-2-yl)-3-fluoropiperidine-1-carboxylate